CC(C)OC(C(C)(OC(NC1=C2CCCC2=CC=2CCCC12)=O)C1=NC=C(N=C1)C#N)=O (5-Cyanopyrazin-2-yl)-2-{[(1,2,3,5,6,7-hexahydro-s-indacen-4-yl)carbamoyl]oxy}propanoic acid propan-2-yl ester